PHENYLALANYL-Arginine N[C@@H](CC1=CC=CC=C1)C(=O)N[C@@H](CCCNC(N)=N)C(=O)O